6-(5-fluoro-4-methyl-6-((triisopropylsilyl)ethynyl)pyridin-3-yl)-4,7-dimethyl-7H-pyrrolo[2,3-d]Pyrimidine FC=1C(=C(C=NC1C#C[Si](C(C)C)(C(C)C)C(C)C)C1=CC2=C(N=CN=C2C)N1C)C